N-(5,6-difluoro-1H-indol-3-yl)-6-methoxy-naphthalene-2-sulfonamide FC=1C=C2C(=CNC2=CC1F)NS(=O)(=O)C1=CC2=CC=C(C=C2C=C1)OC